ClC1=C2C(=C(N=C1Cl)C1=NN(C=C1)C)C=1CNCCC1N2 6,7-dichloro-9-(1-methyl-1H-pyrazol-3-yl)-2,3,4,5-tetrahydro-1H-pyrrolo[3,2-c:4,5-c']Dipyridine